ONC(CCCCCOC=1C2=C(C=3N=C(C(NC3C1)=O)CC1=C(C=CC=C1)C)C=CC=C2)=O N-hydroxy-6-((2-(2-methylbenzyl)-3-oxo-3,4-dihydrobenzo[f]quinoxalin-6-yl)oxy)hexanamide